C1(=CC=CC=C1)\C=C\C(=O)C1=CC=CC=C1 Chalcon